ClC=1C=C(OC2(CCCCC2)C2=C(N=NC(=C2)N2CCC(CC2)CC=O)C(=O)N)C=CC1C#N (1r,4r)-4-((3-chloro-4-cyanophenoxy)cyclohexyl)-6-(4-(2-oxoethyl)piperidin-1-yl)pyridazine-3-carboxamide